COC1=CC=C(C=C1)C(OC[C@@H]1C(C([C@@H](O1)N1C(NC(C=C1)=O)=O)OC(CCC(=O)O)=O)OCCOCCCCCCCCCCCCCCCC)(C1=CC=CC=C1)C1=CC=C(C=C1)OC 4-[(2R,5R)-5-[[bis(4-methoxyphenyl)-phenyl-methoxy]methyl]-2-(2,4-dioxopyrimidin-1-yl)-4-(2-hexadecoxyethoxy)tetrahydrofuran-3-yl]oxy-4-oxo-butanoic acid